NC=1SC2=C(N1)C=CC(=C2)C=2C=NC(=C(C(=O)NC(C)C1=CC(=CC=C1)OC(F)(F)F)C2)OC 5-(2-aminobenzo[d]thiazol-6-yl)-2-methoxy-N-(1-(3-(trifluoromethoxy)phenyl)ethyl)nicotinamide